N,N'-bis(3-aminopropyl)-N,N'-dimethylethylenediamine NCCCN(CCN(C)CCCN)C